(R)-13-methyl-heptadecane C[C@@H](CCCCCCCCCCCC)CCCC